P(=O)([O-])([O-])[O-].[Ca+2].[Sr+2] strontium calcium phosphate salt